1-(4-((trifluoromethyl)thio)phenyl)cyclopropane-1-carbonitrile FC(SC1=CC=C(C=C1)C1(CC1)C#N)(F)F